COCC=1C=NN(C1)COCC[Si](C)(C)C 2-[[4-(methoxymethyl)pyrazol-1-yl]methoxy]ethyl-trimethyl-silane